morphine dipropionate C(CC)(=O)OC=1C=CC=2C[C@@H]3[C@@H]4C=C[C@@H]([C@H]5[C@@]4(C2C1O5)CCN3C)OC(CC)=O